2-(2-Fluoro-5-methylphenyl)-4,5-dihydro-1H-imidazole FC1=C(C=C(C=C1)C)C=1NCCN1